benzofuran-3(2H)-one O1CC(C2=C1C=CC=C2)=O